FC1(CCN(CC1)CCCCCCCCNC=1C=2C3=C(C(N(C3=CC1)C1C(NC(CC1)=O)=O)=O)C=CC2)F 3-(6-((8-(4,4-difluoropiperidin-1-yl)octyl)amino)-2-oxobenzo[cd]indol-1(2H)-yl)piperidine-2,6-dione